C(CSC(C(=O)C1=CC=CC=C1)CC1=CC=CC=C1)SC(C(=O)C1=CC=CC=C1)CC1=CC=CC=C1 3'-(ethane-1,2-diylbis(sulfanediyl))bis(1,3-diphenylpropan-1-one)